2-(benzyloxy)-N-(5-((3-bromophenyl)(hydroxy)methyl)-4-methylthiazol-2-yl)acetamide C(C1=CC=CC=C1)OCC(=O)NC=1SC(=C(N1)C)C(O)C1=CC(=CC=C1)Br